CC1(C2CC=CC1(C2)CCC=O)C 3-(6,6-dimethyl-bicyclo[3.1.1]hept-2-en-yl)propanal